NCC=1C=C(C=CC1)C[C@H](C(=O)OC(C)(C)C)[C@@H]1CN(CC1)C(=O)OC(C)(C)C tert-butyl (3R)-3-[(2S)-3-[3-(aminomethyl)phenyl]-1-(tert-butoxy)-1-oxopropane-2-yl]pyrrolidine-1-carboxylate